C(C)C1=C(C(=O)OC2(CC2)C2=C(C(=CC(=C2)C(F)(F)F)F)Br)C=CC(=C1)NC1=C(N=C2N1C=CN=C2)C2=CC=C(C=C2)F 1-(2-bromo-3-fluoro-5-(trifluoromethyl)phenyl)cyclopropan-1-ol Ethyl-4-((2-(4-fluorophenyl)imidazo[1,2-a]pyrazin-3-yl)amino)benzoate